sodium (2-bromo-6-iodophenyl) methanesulfonate CS(=O)(=O)OC1=C(C=CC=C1I)Br.[Na]